COC(=O)[C@H]1N(C[C@@H](C1)O[Si](C1=CC=CC=C1)(C1=CC=CC=C1)C(C)(C)C)C.COC=1C=C(C(=O)NC2=C(C=CC=C2)C(F)(F)F)C=CC1OC 3,4-dimethoxy-N-(2-(trifluoromethyl)phenyl)benzamide methyl-(2S,4R)-4-[tert-butyl(diphenyl)silyl]oxy-1-methyl-pyrrolidine-2-carboxylate